NC(C(=O)O)CNS(=O)(=O)C1=CSC=C1F 2-amino-3-[(4-fluorothiophene-3-sulfonyl)amino]propanoic acid